3,5-bis(4-(2,5-Dihydro-1H-pyrrol-3-yl)phenyl)-4-methyl-4H-1,2,4-triazole N1CC(=CC1)C1=CC=C(C=C1)C1=NN=C(N1C)C1=CC=C(C=C1)C=1CNCC1